C(C)(C)(C)OC[C@H](CCCC(NC([C@H](CC1=CC(=CC=C1)I)NC(=O)C1CCC(CC1)CNC(=O)OC(C)(C)C)=O)=O)NC(=O)N[C@@H](CCC(=O)OC(C)(C)C)C(=O)OC(C)(C)C di-tert-butyl (((S)-1-(tert-butoxy)-6-((S)-2-((1r,4S)-4-(((tert-butoxycarbonyl)amino)methyl)cyclohexane-1-carboxamido)-3-(3-iodophenyl)propanamido) oxohexan-2-yl)carbamoyl)-L-glutamate